1-((5-chloro-3-(1-(trifluoromethyl)-1H-pyrazol-4-yl)-1H-pyrazolo[4,3-b]pyridin-1-yl)methyl)cyclopropane-1-carbonitrile ClC1=CC=C2C(=N1)C(=NN2CC2(CC2)C#N)C=2C=NN(C2)C(F)(F)F